1,2-bis(2-methyl-5-phenyl-3-thienyl)-3,3,4,4,5,5-hexafluorocyclopentene CC=1SC(=CC1C1=C(C(C(C1(F)F)(F)F)(F)F)C1=C(SC(=C1)C1=CC=CC=C1)C)C1=CC=CC=C1